[10-(4,5-dimethyl-3,6-dioxocyclohexa-1,4-dien-1-yl)decyl]triphenylphosphonium bromide [Br-].CC=1C(C=C(C(C1C)=O)CCCCCCCCCC[P+](C1=CC=CC=C1)(C1=CC=CC=C1)C1=CC=CC=C1)=O